N-(2-chloro-8-(1-methoxyethyl)imidazo[1,2-b]pyridazin-7-yl)-N'-(5-chloro-6-(2H-1,2,3-triazol-2-yl)pyridin-3-yl)urea ClC=1N=C2N(N=CC(=C2C(C)OC)NC(=O)NC=2C=NC(=C(C2)Cl)N2N=CC=N2)C1